CN(C1CC(C1)C=1SC2=C(N1)C=C(C=C2)[C@@H]2N(C[C@H](CC2)C)C(C(=O)NC=2C(=C(C(=O)N)C=CC2)OC)=O)C (2-((2R,5S)-2-(2-(3-(dimethylamino)cyclobutyl)benzo[d]thiazol-5-yl)-5-methylpiperidin-1-yl)-2-oxoacetamido)-2-methoxybenzamide